3-[[4-[(E)-3-(3-Butoxy-4-methoxyphenyl)prop-2-enoyl]phenyl]sulfonylamino]propanoic acid C(CCC)OC=1C=C(C=CC1OC)/C=C/C(=O)C1=CC=C(C=C1)S(=O)(=O)NCCC(=O)O